4-bromo-1,5-naphthyridine-3-carboxylic acid BrC1=C(C=NC2=CC=CN=C12)C(=O)O